C(C)(=O)N1CC(C1)C(=O)NCC1=CC=C(C=C1)NC1=CC=C(C=C1)N1CCC(CC1)C 1-Acetyl-N-(4-((4-(4-methylpiperidin-1-yl)phenyl)amino)benzyl)azetidine-3-carboxamide